N[C@@H](CCCCNC(OCC1C2=CC=CC=C2C=2C=CC=CC12)=O)C(NCCOCCOCCOCCC(=O)O)=O (S)-9-amino-1-(9H-fluoren-9-yl)-3,10-dioxo-2,14,17,20-tetraoxa-4,11-diazatricosan-23-oic acid